1-[(3bR,4aR)-1-{2-[4-(2,3-dimethylphenyl)piperazin-1-yl]-2-oxoethyl}-3b,4,4a,5-tetrahydro-1H-cyclopropa[3,4]cyclopenta[1,2-c]pyrazole-3-carbonyl]-4-methylpiperidine-4-carboxamide CC1=C(C=CC=C1C)N1CCN(CC1)C(CN1N=C(C2=C1C[C@@H]1[C@H]2C1)C(=O)N1CCC(CC1)(C(=O)N)C)=O